2,12-dodecanediol dimethacrylate C(C(=C)C)(=O)OC(C)CCCCCCCCCCOC(C(=C)C)=O